C1(CC1)NC(=O)OC1CN(C1)C=1C(=C(C(=O)OC)C=CC1)N1C=CC=C1 Methyl 3-(3-((cyclopropylcarbamoyl)oxy) azetidin-1-yl)-2-(1H-pyrrol-1-yl)benzoate